4-(1,2,2-triphenylvinyl)benzoic acid C1(=CC=CC=C1)C(=C(C1=CC=CC=C1)C1=CC=CC=C1)C1=CC=C(C(=O)O)C=C1